((2-(4-Fluorobenzyloxy)naphthalen-1-yl)methyl)-4-methylpiperidine FC1=CC=C(COC2=C(C3=CC=CC=C3C=C2)CN2CCC(CC2)C)C=C1